C1(CC1)C1=CC(=C(C=C1)NC1=CC(=NC=C1C(=O)NOCC)NC1=NC(=CC=C1)C(F)(F)F)N(S(=O)(=O)C)C 4-((4-Cyclopropyl-2-(N-methylmethylsulfonamido)phenyl)amino)-N-ethoxy-6-((6-(trifluoromethyl)pyridine-2-yl)amino)nicotinamide